hydrogen ketomalonate O=C(C(=O)O)C(=O)[O-]